OC1(CN(C1)C(=O)OC(C)(C)C)C1CCNCC1 tert-Butyl 3-hydroxy-3-(4-piperidyl)azetidine-1-carboxylate